Iridium(III) Tris[(pyridyl)benzothiophene] N1=C(C=CC=C1)C=1SC2=C(C1)C=CC=C2.N2=C(C=CC=C2)C=2SC1=C(C2)C=CC=C1.N1=C(C=CC=C1)C=1SC2=C(C1)C=CC=C2.[Ir+3]